tert-butyl (3S,4S)-3-(5-amino-4-(((1S,2R)-2-(difluoromethyl)cyclopropyl)amino)-2-fluorobenzamido)-4-fluoropiperidine-1-carboxylate NC=1C(=CC(=C(C(=O)N[C@H]2CN(CC[C@@H]2F)C(=O)OC(C)(C)C)C1)F)N[C@@H]1[C@@H](C1)C(F)F